(2R,5S)-5-[2-(4-Chloro-3-fluorophenoxy)acetamido]-2-[6-(trifluoromethoxy)-1,3-benzoxazol-2-yl]piperidin ClC1=C(C=C(OCC(=O)N[C@H]2CC[C@@H](NC2)C=2OC3=C(N2)C=CC(=C3)OC(F)(F)F)C=C1)F